FC=1C=C2C=C(C(NC2=CC1F)=O)C=1N=NN(C1)C1=CC=C(C=C1)O[C@@H]1CN(CC1)C 6,7-difluoro-3-{1-[4-((S)-1-methyl-pyrrolidin-3-yloxy)-phenyl]-1H-[1,2,3]triazol-4-yl}-1H-quinolin-2-one